ClC=1C=C2CC(CC2=CC1)N1C(C2=CC(=CC(=C2C1)C(C)O)C)=O 2-(5-chloro-2,3-dihydro-1H-inden-2-yl)-4-(1-hydroxyethyl)-6-methylisoindolin-1-one